5,8-dihydroxy-2-naphthalenecarboxylic acid OC1=C2C=CC(=CC2=C(C=C1)O)C(=O)O